tert-butyl N-methyl-N-[2-[[methyl-[3-methyl-2-oxo-1-(2-trimethylsilylethoxymethyl) benzimidazol-4-yl]amino]methyl]spiro[3.5]nonan-7-yl]carbamate CN(C(OC(C)(C)C)=O)C1CCC2(CC(C2)CN(C2=CC=CC=3N(C(N(C32)C)=O)COCC[Si](C)(C)C)C)CC1